4-iodo-1-(1-(tetrahydro-2H-pyran-2-yl-1H-pyrazol-3-yl)-1H-pyrazolo[3,4-b]pyridin-6-yl)-8-oxa-3-azabicyclo[3.2.1]octane IC1NCC2(CCC1O2)C2=CC=C1C(=N2)N(N=C1)C1=NN(C=C1)C1OCCCC1